N-(4-fluorobenzoyl)-O-(cis-3-(2-(5,6,7,8-tetrahydro-1,8-naphthyridin-2-yl)ethyl)cyclobutyl)homoserine FC1=CC=C(C(=O)N[C@@H](CCO[C@@H]2C[C@@H](C2)CCC2=NC=3NCCCC3C=C2)C(=O)O)C=C1